COC1=CC=C(C=C1)C1=NC2=CC=CC=C2C(=C1)NC1CCNCC1 2-(4-methoxyphenyl)-N-(piperidin-4-yl)quinolin-4-amine